(6,7-difluoro-1-methyl-[1,2,4]triazolo[4,3-a]quinazolin-5-yl)-9-((1-(difluoromethyl)cyclopropyl)ethynyl)-2,3,4,5-tetrahydrobenzo[b][1,4]oxazepine FC1=C2C(=NC=3N(C2=CC=C1F)C(=NN3)C)C3CCNC1=C(O3)C(=CC=C1)C#CC1(CC1)C(F)F